(2S)-2-(2-fluorophenyl)-2-(2-hydroxyethoxy)-1-[2-[1-(2,2,2-trifluoroethyl)pyrazol-3-ylsulfonyl]-4H,6H-pyrrolo[3,4-c]pyrazol-5-yl]ethanone FC1=C(C=CC=C1)[C@@H](C(=O)N1CC2=NN(C=C2C1)S(=O)(=O)C1=NN(C=C1)CC(F)(F)F)OCCO